P(ON(C(C)(C)CCC#N)C(C)C)([O-])(=O)N (2-cyanoethyl-N,N-diisopropylamino) phosphoramidate